C1(=CC=CC=C1)C1=CC(=C(C=C1)NC1=CC=2C(C3=CC=CC=C3C2C=C1)(C)C)C1=CC=CC=C1 N-([1,1':3',1''-terphenyl]-4'-yl)-9,9-dimethyl-9H-fluorene-2-amine